(1S,2S)-2-ethynylcyclopropane C(#C)C1CC1